FC(C(=O)[O-])(F)F.CN1N=CC(=C1)C=1C=CC=2N(C1)N=CC2C=2C[NH2+]CC2 3-[6-(1-methyl-1H-pyrazol-4-yl)pyrazolo[1,5-a]pyridin-3-yl]-2,5-dihydro-1H-pyrrolium trifluoroacetate